C(#N)C[C@H]1N(CC[C@@H](C1)N1N=CC=2C(=NC=3C(=C(C(=CC3C21)C)C=2C=CC=C1C=CC=C(C21)C#N)F)N2CC(C2)(C)N(C)C)C(\C=C\CF)=O 8-(1-((2S,4S)-2-(cyanomethyl)-1-((E)-4-fluorobut-2-enoyl)piperidin-4-yl)-4-(3-(dimethylamino)-3-methylazetidin-1-yl)-6-fluoro-8-methyl-1H-pyrazolo[4,3-c]quinolin-7-yl)-1-naphthonitrile